4'-Chloro-5'-(3-(3,5-dimethyl-1H-pyrazol-1-yl)phenyl)-1',2'-dihydrospiro[cyclopentane-1,3'-pyrrolo[2,3-b]pyridin] ClC1=C2C(=NC=C1C1=CC(=CC=C1)N1N=C(C=C1C)C)NCC21CCCC1